C1(CCC1)CNCC=1NC2=CC(=CC=C2C1)CN1C(C2=CN=CC(=C2C=C1)N1CC2(C1)CC(C2)OC)=O 2-[[2-[(cyclobutylmethylamino)methyl]-1H-indol-6-yl]methyl]-5-(6-methoxy-2-azaspiro[3.3]heptan-2-yl)-2,7-naphthyridin-1-one